C(#N)C1=C(COC=2C=C3C(N(C(C3=CC2)=O)C=2C(=C(C=CC2)C2=CC=CC=C2)C)=O)C=CC=C1 5-((2-cyanobenzyl)oxy)-2-(2-methyl-[1,1'-biphenyl]-3-yl)isoindole-1,3-dione